(3-(3-(6-bromo-7-(((S)-1-(ethylsulfonyl)pyrrolidine-3-yl)amino)-1H-imidazo[4,5-b]pyridine-2-yl)-2,5-dimethyl-1H-pyrrol-1-yl)-2-methylphenyl)(4-methylpiperazine-1-yl)methanone BrC=1C(=C2C(=NC1)N=C(N2)C2=C(N(C(=C2)C)C=2C(=C(C=CC2)C(=O)N2CCN(CC2)C)C)C)N[C@@H]2CN(CC2)S(=O)(=O)CC